C1(=CC=C(C=C1)CC(C(=O)C[C@H](N)C(=O)O)CP(=O)(O)[C@H](C)N)C1=CC=CC=C1 (2S)-3-([1,1'-biphenyl-4-yl]-2-((((R)-1-aminoethyl)(hydroxy)phosphoryl)methyl)propanoyl)-L-alanine